COC(=O)C=1C=C(C2=C(N(C=N2)C/C(=C/CN)/F)C1)C1=C(C=CC(=C1)S(NC1CC1)(=O)=O)OC (Z)-1-(4-amino-2-fluorobut-2-en-1-yl)-4-(5-(N-cyclopropylsulfamoyl)-2-methoxyphenyl)-1H-benzo[d]imidazole-6-carboxylic acid methyl ester